sodium cyclopropyl-sulfinate C1(CC1)S(=O)[O-].[Na+]